C1=CC=CC=2C3=CC=CC=C3N(C12)C1=CC(=CC(=C1)N1C2=CC=CC=C2C=2C=CC=CC12)N1C2=CC=CC=C2C=2C=CC=CC12 1,3,5-tris(9H-carbazole-9-yl)benzene